tert-butyl (R)-(2-(((3-(3-(4,4-difluoroazepan-1-yl)-5-methyl-6-(trifluoromethyl)pyridazine-4-carboxamido)phenyl)(methyl)(oxo)-λ6-sulfaneylidene)amino)-2-oxoethyl)carbamate FC1(CCN(CCC1)C=1N=NC(=C(C1C(=O)NC=1C=C(C=CC1)[S@](=O)(C)=NC(CNC(OC(C)(C)C)=O)=O)C)C(F)(F)F)F